O[C@@]1(C(N(CC1)C)=O)C1=CC(=NO1)C1=CC(=CC=C1)B1OC(C(O1)(C)C)(C)C (R)-3-hydroxy-1-methyl-3-(3-(3-(4,4,5,5-tetramethyl-1,3,2-dioxaborolan-2-yl)phenyl)isoxazol-5-yl)pyrrolidin-2-one